(6-(2-Cyclopropyl-3-methylbenzyl)-2-azaspiro[3.3]heptan-2-yl)((1s,3s)-3-hydroxy-3-methylcyclobutyl)methanone C1(CC1)C1=C(CC2CC3(CN(C3)C(=O)C3CC(C3)(C)O)C2)C=CC=C1C